2-hydroxy-5-(7-hydroxy-4-oxo-2,3-dihydro-4H-chromen-2-yl)phenolate OC1=C(C=C(C=C1)C1OC2=CC(=CC=C2C(C1)=O)O)[O-]